O=C1CC[C@H](N1C(=O)OCC1C2=CC=CC=C2C=2C=CC=CC12)C(=O)OCC 1-((9H-Fluoren-9-yl)methyl) 2-ethyl (S)-5-oxopyrrolidine-1,2-dicarboxylate